ethyl-(hydroxybenzyl)diethoxysilane C(C)[Si](OCC)(OCC)C(C1=CC=CC=C1)O